C1N(CC2=CC=CC=C12)CC=1OC=C(C(C1)=O)OCC1=CC=C(C=C1)C(=O)N1CCCC1 2-(isoindolin-2-ylmethyl)-5-((4-(pyrrolidine-1-carbonyl)benzyl)oxy)-4H-pyran-4-one